BrC=1C=C(C=CC1C=1NC=C(N1)C(F)(F)F)CN (3-bromo-4-(4-(trifluoromethyl)-1H-imidazol-2-yl)phenyl)methanamine